P(=O)([O-])([O-])[O-].C(CCCCCCCCCCCCCCCCC)[N+](C)(C)CCCCCCCCCCCCCCCCCC.C(CCCCCCCCCCCCCCCCC)[N+](CCCCCCCCCCCCCCCCCC)(C)C.C(CCCCCCCCCCCCCCCCC)[N+](CCCCCCCCCCCCCCCCCC)(C)C distearyl-dimethyl-ammonium phosphate